1-decyl 3-octyl 2-(6-(decyl(3-hydroxypropyl)amino)hexyl)-2-methylmalonate C(CCCCCCCCC)N(CCCCCCC(C(=O)OCCCCCCCCCC)(C(=O)OCCCCCCCC)C)CCCO